1-[6-(3-fluoro-4-piperidyl)-1-methyl-indazol-3-yl]hexahydropyrimidine-2,4-dione FC1CNCCC1C1=CC=C2C(=NN(C2=C1)C)N1C(NC(CC1)=O)=O